2-(3-cyclopropyl-5-methylisoxazol-4-yl)-N-(4-(1-isopropyl-4-(trifluoromethyl)-1H-imidazol-2-yl)benzyl)-7H-purin-6-amine C1(CC1)C1=NOC(=C1C1=NC(=C2NC=NC2=N1)NCC1=CC=C(C=C1)C=1N(C=C(N1)C(F)(F)F)C(C)C)C